ClC1=NC=CN1COCC[Si](C)(C)C 2-chloro-3-{[2-(trimethylsilyl)ethoxy]methyl}-3H-imidazole